N1=CC=NC2=CC(=CC=C12)\C=C/1\C(C2=CC=C(C=C2CC1)C1=CC=C(C=C1)OC(F)(F)F)=O (E)-2-(quinoxalin-6-ylmethylene)-6-(4-(trifluoromethoxy)phenyl)-3,4-dihydro-naphthalen-1(2H)-one